C1(CC1)CN(C(=O)C1=CC=2N=C(N=C(C2O1)N1CCOCC1)N1N=C(C=C1)C=1C=C(C=CC1)C)C N-(cyclopropylmethyl)-N-methyl-4-morpholino-2-(3-(m-tolyl)-1H-pyrazol-1-yl)furo[3,2-d]pyrimidine-6-carboxamide